4-((S)-1-((S)-1-(((S)-4-(3,5-difluorophenyl)-5,6-dihydro-4H-pyrrolo[1,2-b]pyrazol-2-yl)amino)-1-oxopropan-2-yl)-4,4-difluoropiperidin-3-yl)pyridine 1-oxide FC=1C=C(C=C(C1)F)[C@@H]1CCN2N=C(C=C21)NC([C@H](C)N2C[C@@H](C(CC2)(F)F)C2=CC=[N+](C=C2)[O-])=O